FC=1C=CC(=NC1)C1=NN2C(COC(C2)(C)C)=C1C1=NN(C2=[N+](C=CC=C21)[O-])COCC[Si](C)(C)C (2-(5-Fluoropyridin-2-yl)-6,6-dimethyl-6,7-dihydro-4H-pyrazolo[5,1-c][1,4]Oxazin-3-yl)-1-((2-(trimethylsilyl)ethoxy)methyl)-1H-pyrazolo[3,4-b]Pyridine 7-oxide